C1(CCC1)CN1C(C=2N(C3=C1CCOC3)C=NN2)=O 5-(cyclobutylmethyl)-5,6,7,9-tetrahydro-4H-pyrano[4,3-e][1,2,4]triazolo[4,3-a]pyrazin-4-one